O1CCOC2=C1C=CC(=C2)S(=O)(=O)N2CC=1CNCC1C2 2-(2,3-dihydro-1,4-benzodioxine-6-sulfonyl)-1H,2H,3H,4H,5H,6H-pyrrolo[3,4-c]pyrrole